The molecule is a pentacyclic triterpenoid that is oleanolic acid substituted by a 2-O-beta-D-glucopyranosyl-beta-D-glucopyranosyl moiety at position O-3. A natural product found in Luffa acutangula and Viola hondoensis. It has a role as a metabolite. It is a disaccharide derivative, a glycoside, a pentacyclic triterpenoid and a monocarboxylic acid. It derives from an oleanolic acid. C[C@]12CC[C@@H](C([C@@H]1CC[C@@]3([C@@H]2CC=C4[C@]3(CC[C@@]5([C@H]4CC(CC5)(C)C)C(=O)O)C)C)(C)C)O[C@H]6[C@@H]([C@H]([C@@H]([C@H](O6)CO)O)O)O[C@H]7[C@@H]([C@H]([C@@H]([C@H](O7)CO)O)O)O